diisooctyl dithiodiglycolate C(COCC(=S)OCCCCCC(C)C)(=S)OCCCCCC(C)C